(S)-3-(5-(4-((1-(2-Fluoro-4-((1R,2R)-6-hydroxy-2-(tetrahydro-2H-pyran-4-yl)-1,2,3,4-Tetrahydronaphthalen-1-yl)phenyl)piperidin-4-yl)methyl)piperazin-1-yl)-1-oxoisoindol-2-yl)piperidine FC1=C(C=CC(=C1)[C@H]1[C@H](CCC2=CC(=CC=C12)O)C1CCOCC1)N1CCC(CC1)CN1CCN(CC1)C=1C=C2CN(C(C2=CC1)=O)[C@@H]1CNCCC1